NC1=C(C=C(C=C1)C(=O)N1CC(C1)OC)OC (4-amino-3-methoxy-phenyl)(3-methoxy-azetidin-1-yl)meth-anone